C(N)(=O)NCCCC[C@H](N)C(=O)O N6-carbamoyllysine